FC=1C(=NN(C1)C1=CC=CC=C1)[S@](=O)(N)=NC(NC1=C2C(=NC(=C1C)C(F)(F)F)CCC2)=O (S)-4-fluoro-N'-((3-methyl-2-(trifluoromethyl)-6,7-dihydro-5H-cyclopenta[b]pyridin-4-yl)carbamoyl)-1-phenyl-1H-pyrazole-3-sulfonimidamide